(R)-6-(4-Amino-4-methylpiperidin-1-yl)-7-(2,2-difluoroethoxy)-N-(1-(3-(Difluoromethyl)-2-fluorophenyl)ethyl)-2-methylpyrido[2,3-d]pyrimidin-4-amine NC1(CCN(CC1)C1=CC2=C(N=C(N=C2N[C@H](C)C2=C(C(=CC=C2)C(F)F)F)C)N=C1OCC(F)F)C